8-((5-Bromo-2-((2-methoxy-5-methyl-4-(4-methylpiperazin-1-yl)phenyl)amino)pyrimidin-4-yl)amino)-1,2,3,4-Tetrahydronaphthalene-1-ol BrC=1C(=NC(=NC1)NC1=C(C=C(C(=C1)C)N1CCN(CC1)C)OC)NC=1C=CC=C2CCCC(C12)O